3-(3,5-bis(trifluoromethyl)phenyl)-5-methyl-1H-1,2,4-triazole FC(C=1C=C(C=C(C1)C(F)(F)F)C1=NNC(=N1)C)(F)F